C(#N)C1=C(C(=O)OC)C=CC=C1Cl methyl 2-cyano-3-chlorobenzoate